L-γ-glutamyl-L-valyl-glycine N[C@@H](CCC(=O)N[C@@H](C(C)C)C(=O)NCC(=O)O)C(=O)O